C(C)OC(CCC(=O)C1=CC2=C([Se]1)C=C(C(=C2)CCCCOC2=CC1=C([Se]C(=C1)C(CCC(=O)OCC)=O)C=C2OC)OC)=O ethyl 4-(5-(4-(2-(4-ethoxy 4-oxobutanoyl)-6-methoxybenzo[b]selenophen-5-yl) butoxy)-6-methoxybenzo[b]selenophen-2-yl)-4-oxobutanoate